S1C(=NC2=C1C=CC=C2)C2=C(C=CC=C2)C2=C(C(=NC(=C2N2C1=CC=C(C=C1C=1C=C(C=CC21)C#N)C#N)C2=CC=C(C=C2)N2C1=CC=CC=C1C=1C=C(C=CC21)C)N2C1=CC=C(C=C1C=1C=C(C=CC21)C#N)C#N)C2=CC=C(C=C2)N2C1=CC=CC=C1C=1C=C(C=CC21)C 9,9'-(4-(2-(benzo[d]thiazol-2-yl)phenyl)-3,6-bis(4-(3-methyl-9H-carbazol-9-yl)phenyl)pyridine-2,5-diyl)bis(9H-carbazole-3,6-dicarbonitrile)